C(#N)C=1C=C(OC=2C=CC(=C3C([C@@H](CC23)F)=O)S(=NC#N)(=O)C(F)F)C=C(C1)F N-(((R)-7-(3-cyano-5-fluorophenoxy)-2-fluoro-3-oxo-2,3-dihydro-1H-inden-4-yl)(difluoromethyl)(oxo)-λ6-sulfanylidene)cyanamide